methyl (4,6-diamino-2-(7-fluoro-1-(pyridin-2-ylmethyl)-1H-indazol-3-yl) pyrimidin-5-yl)carbamate NC1=NC(=NC(=C1NC(OC)=O)N)C1=NN(C2=C(C=CC=C12)F)CC1=NC=CC=C1